FC1(C(C(C1(I)F)(F)F)(F)F)F 1,1,2,2,3,3,4-Heptafluoro-4-iodocyclobutane